FC=1C=C(C(=O)O)C=CC1C1=NC=CC(=C1)C1=CC=2C(NCCC2N1)=O 3-fluoro-4-[4-(4-oxo-1,5,6,7-tetrahydropyrrolo[3,2-c]pyridin-2-yl)-2-pyridyl]benzoic acid